N-[3-(trimethoxysilyl)propyl]-N',N''-diisopropylguanidine CO[Si](CCCNC(=NC(C)C)NC(C)C)(OC)OC